The molecule is a penicillin antibiotic having a 6beta-2-carboxy-2-phenylacetamido side-chain. It has a role as an antibacterial drug. It is a penicillin and a penicillin allergen. It is a conjugate acid of a carbenicillin(2-). CC1([C@@H](N2[C@H](S1)[C@@H](C2=O)NC(=O)C(C3=CC=CC=C3)C(=O)O)C(=O)O)C